ethyl 2,2-dimethyl-6-heptenoate CC(C(=O)OCC)(CCCC=C)C